ClC1=CC(=C(C(=C1)C)C1=CC2=C(N=N1)N(C=C2)CC(=O)O)O 2-[3-(4-Chloro-2-hydroxy-6-methylphenyl)-7H-pyrrolo[2,3-c]pyridazin-7-yl]acetic acid